F.C(CCC)N butan-1-amine hydrofluoride